nickel dimethylaminoalcohol CN(C)O.[Ni]